(S)-3-(3'-chlorobiphenyl-3-yl)-3-(3-(4-hydroxy-1,6-dimethyl-2-oxo-1,2-dihydropyridin-3-yl)ureido)propanoic acid ClC=1C=C(C=CC1)C1=CC(=CC=C1)[C@H](CC(=O)O)NC(=O)NC=1C(N(C(=CC1O)C)C)=O